[N+](=O)([O-])C=1C=C(COC2=CC=C(C=C2)C2=CC3=C(N=CN=C3C=3CCNCC3)N2)C=CC1 6-(4-((3-nitrobenzyl)oxy)phenyl)-4-(1,2,3,6-tetrahydropyridin-4-yl)-7H-pyrrolo[2,3-d]pyrimidine